(R)-3-((S)-5-methyl-3-(nitromethyl)hexanoyl)-4-(2,6-dimethoxyphenyl)oxazolidin-2-one CC(C[C@@H](CC(=O)N1C(OC[C@H]1C1=C(C=CC=C1OC)OC)=O)C[N+](=O)[O-])C